O=C1OC2(CC(C2)NC([O-])=O)CN1C1=NC2=C(OCC(N2COCC[Si](C)(C)C)=O)N=C1 [6-oxo-7-[3-oxo-4-(2-trimethylsilylethoxymethyl)pyrazino[2,3-b][1,4]oxazin-6-yl]-5-oxa-7-azaspiro[3.4]octan-2-yl]carbamate